glucose phosphat P(=O)(O)(O)O.O=C[C@H](O)[C@@H](O)[C@H](O)[C@H](O)CO